C(C)(=O)OC1O[C@@H]([C@@H]([C@@H]([C@H]1NC(=O)C1CCC1)OC(C)=O)OC(C)=O)COC(C)=O (3R,4R,5R,6R)-6-(acetoxymethyl)-3-(cyclobutanecarboxamido)tetrahydro-2H-pyran-2,4,5-triyl triacetate